7-chloro-2-(4-(difluoromethoxy)benzyl)-1-methyl-5-(2-methylpyridin-3-yl)-1,5-dihydro-4H-imidazo[4,5-c]quinolin-4-one ClC=1C=CC=2C3=C(C(N(C2C1)C=1C(=NC=CC1)C)=O)N=C(N3C)CC3=CC=C(C=C3)OC(F)F